2-chloro-5-(6-(4-(hydroxymethyl)piperidin-1-yl)-2-(pyridin-3-yl)pyrimidin-4-yl)phenol ClC1=C(C=C(C=C1)C1=NC(=NC(=C1)N1CCC(CC1)CO)C=1C=NC=CC1)O